4-(2-bromo-5-tosyl-5H-pyrrolo[2,3-b]pyrazin-7-yl)-N-(2-cyanoethyl)-N-methylbenzamide BrC=1N=C2C(=NC1)N(C=C2C2=CC=C(C(=O)N(C)CCC#N)C=C2)S(=O)(=O)C2=CC=C(C)C=C2